COC=1C=CC=2N(C1)C=C(N2)CN {6-methoxyimidazo[1,2-a]pyridin-2-yl}methanamine